tert-Butyl (2-(4-bromophenyl)-2-hydroxyethyl)carbamate BrC1=CC=C(C=C1)C(CNC(OC(C)(C)C)=O)O